N1C(=NC2=C1C=CC=C2)C2=CC=CC(=N2)N2CCN(CC2)C(=O)C2=CC=C(C(=O)NC1=C(SC=C1)C(=O)N)C=C2 3-(4-(4-(6-(1H-benzo[d]imidazol-2-yl)pyridyl)piperazine-1-carbonyl)benzamido)thiophene-2-carboxamide